(R)-8-bromo-4-(2-(dimethylamino)-2-oxoethyl)-3-methyl-5-oxo-N-((S)-1-phenylethyl)-2,3,4,5-tetrahydrobenzofuro[2,3-f][1,4]oxazepine-3-carboxamide BrC1=CC2=C(C=C1)C1=C(C(N([C@](CO1)(C(=O)N[C@@H](C)C1=CC=CC=C1)C)CC(=O)N(C)C)=O)O2